ClC=1C(=C2C(=NC1)NC(=N2)C2=CC=C(C=C2)N2CCN(CC2)C(CCOC)=O)NC2CCN(CC2)CC2=CC=C(C=C2)OC 6-Chloro-N-[1-(4-methoxybenzyl)piperidin-4-yl]-2-{4-[4-(3-methoxypropanoyl)piperazin-1-yl]phenyl}-3H-imidazo[4,5-b]pyridin-7-amine